4'-(trifluoromethyl)[biphenyl]-2-carboxamide FC(C1=CC=C(C=C1)C=1C(=CC=CC1)C(=O)N)(F)F